3-(3,5-difluoro-4-methoxyphenyl)-N-(2-morpholinopyrimidin-4-yl)isoxazol-5-amine FC=1C=C(C=C(C1OC)F)C1=NOC(=C1)NC1=NC(=NC=C1)N1CCOCC1